ClC1=CC(=C(C=C1)C1=NC(=NC2=C1N=C(N(C2=O)C)C)[C@@]21CCO[C@@H]([C@H]1C2)C=2C=NN(C2)C2CC2)F 8-(4-chloro-2-fluorophenyl)-6-((1S,2S,6R)-2-(1-cyclopropyl-1H-pyrazol-4-yl)-3-oxabicyclo[4.1.0]heptan-6-yl)-2,3-dimethylpyrimido[5,4-d]pyrimidin-4(3H)-one